(4-(methacryloyloxy)phenyl)(p-tolyl)iodonium C(C(=C)C)(=O)OC1=CC=C(C=C1)[I+]C1=CC=C(C=C1)C